C(C)(=O)N[C@@H](CCCN)C(=O)O N2-acetyl-ornithine